C(C)(=O)OC=1C=C(C=C(C(=O)[O-])C1)C 5-acetoxy-3-methylbenzoate